N-Cyclopropyl-5-{1-[7-ethoxy-6-(4-fluoro-piperidin-4-yl)-imidazo[1,2-a]pyridin-3-yl]-1H-pyrazol-4-yl}-2-fluoro-4-methyl-benzamide C1(CC1)NC(C1=C(C=C(C(=C1)C=1C=NN(C1)C1=CN=C2N1C=C(C(=C2)OCC)C2(CCNCC2)F)C)F)=O